FC1=CC=C(C=N1)NC1=CC=CC=C1 (6-fluoropyridin-3-yl)aniline